B([O-])(O)O.C(CC(=O)O)(=O)O.C(CC(=O)O)(=O)O.[K+] potassium bismalonate borate